1-(4-(4-((5-Bromo-4-((2-(dimethylphosphono)-4-methylphenyl)amino)pyrimidin-2-yl)amino)-5-methoxy-2-(1-Methyl-1H-pyrazol-4-yl)phenyl)piperazin-1-yl)-2,2,2-trifluoroethane-1-one BrC=1C(=NC(=NC1)NC1=CC(=C(C=C1OC)N1CCN(CC1)C(C(F)(F)F)=O)C=1C=NN(C1)C)NC1=C(C=C(C=C1)C)P(=O)(OC)OC